((1-(4-((Diphenylmethylene)amino)pyridin-2-yl)cyclopropyl)(methyl)(oxo)-λ6-sulfanylidene)carbamic acid benzyl ester C(C1=CC=CC=C1)OC(N=S(=O)(C)C1(CC1)C1=NC=CC(=C1)N=C(C1=CC=CC=C1)C1=CC=CC=C1)=O